ClC1=C(C=CC=C1F)CC(=O)NC1=CC(=NC=C1)N(C(C)=O)C1=CC(=C(C(=C1)F)OC)F N-{4-[2-(2-chloro-3-fluorophenyl)acetamido]pyridin-2-yl}-N-(3,5-difluoro-4-methoxyphenyl)acetamide